C(C)(C)(C)OC(=O)N1CCN(CC1)C1(CC1)C1=NC=C(C=N1)N1C=NC2=CC=C(C=C2C1=O)OC1=C(C(=CC=C1F)F)C#N.BrC=1C=NC=C(C1)CCl 3-bromo-5-(chloromethyl)pyridine tert-butyl-4-(1-{5-[6-(2-cyano-3,6-difluorophenoxy)-4-oxoquinazolin-3-yl]pyrimidin-2-yl}cyclopropyl)piperazine-1-carboxylate